2-((2,4-Difluoro-phenoxy)methyl)-6-(piperidin-4-oxy)pyridine FC1=C(OCC2=NC(=CC=C2)OC2CCNCC2)C=CC(=C1)F